BrC=1C(=C2C=3C(=CC=NC3CC=C2)C1)F 5-bromo-6-fluoro-9H-benzo[de]quinoline